(S)-3-(isoquinolin-4-yl)-2-oxo-1-(4-(trifluoromethyl)pyrimidin-2-yl)imidazolidine-4-carbonitrile C1=NC=C(C2=CC=CC=C12)N1C(N(C[C@H]1C#N)C1=NC=CC(=N1)C(F)(F)F)=O